C(#N)C(=CC1=C(N(C(=C1)C)C=1SC(=CC1C#N)C(C)C)C)C1=NC2=C(C=NC(=C2)OC)N1 2-(3-(2-cyano-2-(6-methoxy-3H-imidazo[4,5-c]pyridin-2-yl)vinyl)-2,5-dimethyl-1H-pyrrol-1-yl)-5-isopropylthiophene-3-carbonitrile